C(C1=CC=CC=C1)C1=CC=C(C(=O)NC(C(=O)O)\C=C\C(C)(C)C)C=C1 (E)-2-(p-benzylbenzoylamino)-5,5-dimethyl-3-hexenoic acid